FC=1C(=C(C=CC1F)[C@H]1[C@H](O[C@]([C@@H]1C)(C(F)(F)F)C)C(=O)NC1=CC=CC(=N1)C(=O)N)OC 6-[[(2S,3S,4R,5R)-3-(3,4-Difluoro-2-methoxy-phenyl)-4,5-dimethyl-5-(trifluoromethyl)tetrahydrofuran-2-carbonyl]amino]pyridin-2-carboxamid